(2,6-dimethylbenzoyl)phosphine oxide CC1=C(C(=O)[PH2]=O)C(=CC=C1)C